3-Methyl-5-(N-(naphthalen-1-ylmethyl)-N-phenethylsulfamoyl)benzofuran-2-carboxylic acid ethyl ester C(C)OC(=O)C=1OC2=C(C1C)C=C(C=C2)S(N(CCC2=CC=CC=C2)CC2=CC=CC1=CC=CC=C21)(=O)=O